COC(=O)C1=CC(=NN1[C@@H](C)C1=CC=CC=C1)C(NC)=O.ClC=1C=C(C(=O)NCCN2CCN(CC2)CC2=CC(=C(C=C2)Cl)Cl)C=CC1Cl 3,4-dichloro-N-(2-(4-(3,4-dichlorobenzyl)piperazin-1-yl)ethyl)benzamide methyl-(S)-3-(methylcarbamoyl)-1-(1-phenylethyl)-1H-pyrazole-5-carboxylate